N-[2-[[[4-(2,2-dimethyl-1-oxo-propoxy)phenyl]sulfonyl]amino]benzoyl]-(S)-benzyl-glycine CC(C(OC1=CC=C(C=C1)S(=O)(=O)NC1=C(C(=O)N(CC(=O)O)CC2=CC=CC=C2)C=CC=C1)=O)(C)C